C1N(CC12CCOCC2)C2=CC(=NC=N2)N2NCC(=C2)N2N=NC=C2 1-(6-(7-oxa-2-azaspiro[3.5]nonan-2-yl)pyrimidine-4-yl)-4-(1H-1,2,3-triazole-1-yl)-1,2-dihydro-3H-pyrazole